O1CCCC2=C1C=CC(=C2)C2=CC=C1C=NC(=NC1=C2)NC2=C(C=C1CCNCC1=C2)OC 7-(3,4-dihydro-2H-1-benzopyran-6-yl)-N-(6-methoxy-1,2,3,4-tetrahydroisoquinolin-7-yl)quinazolin-2-amine